ClC=1N=C(C2=C(N1)C(=C(N=C2)Cl)F)N2[C@@H]1[C@H]([C@@H]1CCC2)F 2,7-dichloro-8-fluoro-4-((1S,6R,7S)-7-fluoro-2-azabicyclo[4.1.0]heptan-2-yl)pyrido[4,3-d]pyrimidine